C[Si](CCOCN1C=NC=C1C(=O)OC)(C)C methyl 1-((2-(trimethylsilyl) ethoxy) methyl)-1H-imidazole-5-carboxylate